CC(C(=O)N1C(CN(CC1)S(=O)(=O)C1=CC=CC=C1)C(=O)NCC1=CC2=CC=CC=C2C=C1)CC 1-(2-methylbutanoyl)-N-(naphthalen-2-ylmethyl)-4-(phenylsulfonyl)piperazine-2-carboxamide